1-(6-ethynylbenzofuran-3-yl)dihydro-pyrimidine-2,4(1H,3H)-dione C(#C)C1=CC2=C(C(=CO2)N2C(NC(CC2)=O)=O)C=C1